CN(C(C=C)=O)C1=C(C=CC=C1)CN1C(N(C2=NC(=NC=C2C1)NC1=CC=C(C=C1)N1CCN(CC1)C)C)=O N-methyl-N-[2-[[1-methyl-7-[4-(4-methylpiperazin-1-yl)anilino]-2-oxo-4H-pyrimido[4,5-d]pyrimidin-3-yl]methyl]phenyl]prop-2-enamide